FOC(=O)[O-] fluoro(oxy)carboxylate